C(C1=CC=CC=C1)OC=1C2=C(N=C(N1)SC)C(C1=C2C=CN=C1C1=C2C=NN(C2=CC(=C1C1CC1)Cl)C1OCCCC1)=C 4-(benzyloxy)-8-(6-chloro-5-cyclopropyl-1-(tetrahydro-2H-pyran-2-yl)-1H-indazol-4-yl)-9-methylene-2-(methylthio)-9H-pyrido[4',3':3,4]cyclopenta[1,2-d]pyrimidine